C[C@H]1[C@@H](C[C@H]([C@@H](O1)O[C@H](C)CCCCCCCCCCC(=O)O)O)O The molecule is an (omega-1)-hydroxy fatty acid ascaroside obtained by formal condensation of the alcoholic hydroxy group of (12R)-12-hydroxytridecanoic acid with ascarylopyranose (the alpha anomer). It is a metabolite of the nematode Caenorhabditis elegans. It has a role as a Caenorhabditis elegans metabolite. It is a monocarboxylic acid and an (omega-1)-hydroxy fatty acid ascaroside. It derives from a (12R)-12-hydroxytridecanoic acid. It is a conjugate acid of an ascr#22(1-).